OC1C(C2CNC3=C(C(N2C1)=O)C=C(C=C3)OC)=O 2-(hydroxy)-7-methoxy-1,2,3,10,11,11a-hexahydro-5H-pyrrolo[2,1-c][1,4]-benzodiazepin-5,1-dione